2-[6-amino-5-[8-[6-(piperazin-1-ylmethyl)-2-pyridyl]-3,8-diazabicyclo[3.2.1]octan-3-yl]pyridazin-3-yl]phenol NC1=C(C=C(N=N1)C1=C(C=CC=C1)O)N1CC2CCC(C1)N2C2=NC(=CC=C2)CN2CCNCC2